C(C=C)(=O)N1CC(N(CC1)C=1C2=C(N(C(N1)=O)C=1C(=NC=CC1C)C(C)C)N=C(C=C2Cl)C2=C(C=CC=C2F)N)C 4-(4-acryloyl-2-methylpiperazin-1-yl)-7-(2-amino-6-fluorophenyl)-5-chloro-1-(4-methyl-2-isopropyl-pyridin-3-yl)pyrido[2,3-d]pyrimidin-2(1H)-one